(R)-6-(3-(3,5-difluorophenyl)isoxazolidin-2-yl)-N-(4-(piperidin-4-yl)-2,3-dihydrobenzofuran-7-yl)pyrimidin-4-amine FC=1C=C(C=C(C1)F)[C@@H]1N(OCC1)C1=CC(=NC=N1)NC1=CC=C(C=2CCOC21)C2CCNCC2